tert-butyl (S,E)-2-((3-(7-(dimethylamino)-2-((methoxycarbonyl)amino)-7-oxohept-5-enamido)-2-oxopyridin-1(2H)-yl)methyl)-5-fluoro-7-isobutyl-1H-indole-1-carboxylate CN(C(/C=C/CC[C@@H](C(=O)NC=1C(N(C=CC1)CC=1N(C2=C(C=C(C=C2C1)F)CC(C)C)C(=O)OC(C)(C)C)=O)NC(=O)OC)=O)C